N1C(=CC2=CC=CC=C12)C(=O)N1CCC2NN3CC4(NCC3C2C1)CC4 12'-(1H-indole-2-carbonyl)-4',7',8',12'-tetraazaspiro[cyclopropane-1,5'-tricyclo[7.4.0.02,7]tridecane]